3'-[(2Z)-[1-(3,4-dimethylphenyl)-1,5-dihydro-3-methyl-5-oxo-4H-pyrazol-4-ylidene]hydrazino]-2'-hydroxy-[1,1'-biphenyl]-3-carboxylic acid CC=1C=C(C=CC1C)N1N=C(/C(/C1=O)=N/NC=1C(=C(C=CC1)C1=CC(=CC=C1)C(=O)O)O)C